OC=1C=C(C=CC1O)CC(C(=O)O)=C=O 3-(3,4-dihydroxyphenyl)-2-carbonyl-propionic acid